(1R,2S,3S,4R)-3-((2-(5-fluoro-1H-pyrrolo[2,3-b]pyridin-3-yl)-7-((methylamino)methyl)pyrrolo[2,1-f][1,2,4]triazin-4-yl)amino)bicyclo[2.2.2]octane-2-carboxylic acid FC=1C=C2C(=NC1)NC=C2C2=NN1C(C(=N2)N[C@@H]2[C@H](C3CCC2CC3)C(=O)O)=CC=C1CNC